ClC1=C2C(=NC(=C1)C(=O)NC1=CC(=CC=C1)C1(CC(C1)C)C1=NN=CN1C)C(=CN2)F 7-chloro-3-fluoro-N-(3-((1s,3s)-3-methyl-1-(4-methyl-4H-1,2,4-triazol-3-yl)cyclobutyl)phenyl)-1H-pyrrolo[3,2-b]pyridine-5-carboxamide